2-(4-methylpiperazin-1-yl)aniline CN1CCN(CC1)C1=C(N)C=CC=C1